2-[(2R,4S)-rel-4-(2,3-dichloro-6-hydroxyphenyl)piperidin-2-yl]acetamide ClC1=C(C(=CC=C1Cl)O)[C@@H]1C[C@@H](NCC1)CC(=O)N |o1:9,11|